6-amino-1,3,3-trimethyl-1-(2-aminophenyl)-indane NC1=CC=C2C(CC(C2=C1)(C1=C(C=CC=C1)N)C)(C)C